Cl.CN([C@@H]1CCCN(C2=C1C=CC=C2)C(C2=CC=C(C=C2)NC(C2=C(C=CC=C2)C)=O)=O)C |r| (±)-5-dimethylamino-1-(4-[2-methylbenzoylamino]benzoyl)-2,3,4,5-tetrahydro-1H-benzazepin hydrochloride